C1(=CC=CC=C1)[C@@H](CCC#C[Si](C)(C)C)\N=C(\C1=CC=C(C=C1)C(F)(F)F)/C#N (R,Z)-N-(1-phenyl-5-(trimethylsilyl)pent-4-yn-1-yl)-4-(trifluoromethyl)benzimidoyl cyanide